C12CCC(CC1)C=C2 Bicyclo[2.2.2]octa-7-en